methyl 4-(4-bromo-2,6-dimethylphenyl)-4-cyanobutanoate BrC1=CC(=C(C(=C1)C)C(CCC(=O)OC)C#N)C